6-(1-methylcyclopropoxy)-9H-purine CC1(CC1)OC1=C2N=CNC2=NC=N1